isopropyl (hydroxy (phenoxy) phosphoryl)-L-alaninate OP(=O)(OC1=CC=CC=C1)N[C@@H](C)C(=O)OC(C)C